N1=NN=C(C=C1)NC1=CC=CC=C1 Triazinylaniline